FC1=C(C=CC(=C1)C1=NN(C=N1)C1=CC=C(C=C1)OC(F)(F)F)NC(=O)\N=C\1/SCC(N1C1=C(C=CC(=C1)C)C1=CC=CC=C1)=O (Z)-1-(2-fluoro-4-(1-(4-(trifluoromethoxy)phenyl)-1H-1,2,4-triazol-3-yl)phenyl)-3-(3-(4-methyl-[1,1'-biphenyl]-2-yl)-4-oxothiazolidin-2-ylidene)urea